2-methoxy-5-chloro-4-(3-bromopropionylamino)benzoic acid methyl ester COC(C1=C(C=C(C(=C1)Cl)NC(CCBr)=O)OC)=O